FC(F)(F)C=1N=NNC1 trifluoromethyl-1,2,3-triazole